OC(=CC=CC=CC(=O)O)C=CC=CCCCCCCCCC 7-hydroxy-eicosapentaenoic acid